C(=C)C(C(CCCC)CC)OC(C(CCCC)CC)C=C Vinyl-2-ethylhexylether